CC=1C(=C(C(=O)OC(CN2C=NC=C2)C2=CC=C(C=C2)OC)C=C(C1O)NC(=O)OCC1=CC=CC=C1)Br 1-(4-methoxyphenyl)-2-(1H-imidazol-1-yl)ethan-1-ol methyl-5-(((benzyloxy)carbonyl)amino)-2-bromo-4-hydroxybenzoate